BrC=1C=CC2=C(N(C(N2)=N)C[C@H]2C[C@H](CC2)COC2=C(C=NN2C)C=2C=C(C(=O)OC)C=C(N2)C)C1 methyl 2-(5-(((1S,3R)-3-((6-bromo-2-imino-2,3-dihydro-1H-benzo[d]imidazol-1-yl)methyl)cyclopentyl)methoxy)-1-methyl-1H-pyrazol-4-yl)-6-methylisonicotinate